6-chloro-2,5-dimethyl-4,5-dihydropyrido[3,4-e][1,2,4]triazolo[1,5-a]pyrazine ClC1=NC=CC2=C1N(CC=1N2N=C(N1)C)C